2-[(2S)-1-(2-fluoroprop-2-enoyl)-4-[8-(5-methyl-1H-indazol-4-yl)-2-[[(2S)-1-methylpyrrolidin-2-yl]methoxy]-5,6,7,9-tetrahydropyrimido[4,5-c]azepin-4-yl]piperazin-2-yl]acetonitrile FC(C(=O)N1[C@H](CN(CC1)C1=NC(=NC=2CN(CCCC21)C2=C1C=NNC1=CC=C2C)OC[C@H]2N(CCC2)C)CC#N)=C